7-chloro-6-fluoro-2-(((tetrahydro-2H-pyran-2-yl)oxy)methyl)thieno[3,2-b]pyridine ClC1=C2C(=NC=C1F)C=C(S2)COC2OCCCC2